5-(4-fluorophenyl)-1H-indole FC1=CC=C(C=C1)C=1C=C2C=CNC2=CC1